Tetraethylammonium perfluorohexansulfonat FC(C(C(C(C(C(F)(F)F)(F)F)(F)F)(F)F)(F)F)(S(=O)(=O)[O-])F.C(C)[N+](CC)(CC)CC